bis[(S)-4-benzyloxycarbonyl-piperazine-2-formate] copper (II) [Cu+2].C(C1=CC=CC=C1)OC(=O)N1C[C@H](NCC1)C(=O)[O-].C(C1=CC=CC=C1)OC(=O)N1C[C@H](NCC1)C(=O)[O-]